(R)-2-((2-((1r,4R)-4-Aminocyclohexyl)propan-2-yl)amino)-1-(3-fluoro-phenyl)ethan-1-ol NC1CCC(CC1)C(C)(C)NC[C@H](O)C1=CC(=CC=C1)F